ClC1([C@H]([C@@H]1C1=CC(=CC(=C1)Cl)Cl)C(=O)NC1=CC(=C(C=C1)Cl)C(=O)NNCC1=CC=C(C=C1)F)Cl trans-2,2-dichloro-N-(4-chloro-3-(2-(4-fluorobenzyl)hydrazine-1-carbonyl)phenyl)-3-(3,5-dichlorophenyl)cyclopropane-1-carboxamide